COC=1C(=CC=2C(=C3C(=NC2C1)CCC3)N[C@H]3CNCC(C3)(F)F)OC (3R)-N-[6,7-dimethoxy-1H,2H,3H-cyclopenta[b]quinolin-9-yl]-5,5-difluoropiperidin-3-amine